3-(5-(3-(2-(2-(2-Aminoethoxy)ethoxy)ethoxy)prop-1-yn-1-yl)-1-oxoisoindolin-2-yl)piperidine-2,6-dione NCCOCCOCCOCC#CC=1C=C2CN(C(C2=CC1)=O)C1C(NC(CC1)=O)=O